(2R)-2-(6-{5-chloro-2-[(oxan-4-yl)amino]pyrimidin-4-yl}-1-oxo-2,3-dihydro-1H-isoindol-2-yl)-N-[(1S)-1-[3-chloro-6-(morpholin-4-yl)pyridin-2-yl]-2-hydroxyethyl]propanamide ClC=1C(=NC(=NC1)NC1CCOCC1)C1=CC=C2CN(C(C2=C1)=O)[C@@H](C(=O)N[C@H](CO)C1=NC(=CC=C1Cl)N1CCOCC1)C